2-Methylcyclohexan-1,3-diamin CC1C(CCCC1N)N